7-chloro-4-hydroxy-3-quinolinecarboxylic acid ClC1=CC=C2C(=C(C=NC2=C1)C(=O)O)O